C(C)(=O)N1NC(C=C1)=O 1-acetyl-1,2-dihydro-pyrazol-3-one